2-difluoromethyl-sulfonylpyridine FC(S(=O)(=O)C1=NC=CC=C1)F